4-[[(1S)-1-[2-(5-cyano-2-pyridyl)-1,2,4-triazol-3-yl]ethyl]-methyl-amino]-6,8-bis(trifluoromethyl)quinoline-3-carbonitrile C(#N)C=1C=CC(=NC1)N1N=CN=C1[C@H](C)N(C1=C(C=NC2=C(C=C(C=C12)C(F)(F)F)C(F)(F)F)C#N)C